FC(C(CC)F)(S(=O)(=O)[O-])F 1,1,2-trifluorobutanesulfonate